2-oxapyrimidine N1ON=CC=C1